[N+](=O)([O-])C1=CC=C(C=C1)N(N)CCO 2-(1-(4-nitrophenyl)hydrazineyl)ethan-1-ol